FC(=C(C(C(C(F)(F)F)(F)F)(F)F)F)OC(=C(F)C(C(C(F)(F)F)(F)F)(F)F)F perfluoropropyl-vinylether